FC=1C=C2C(CC3(NC2=C(C1)F)CCN(CC3)C(=O)NCC=3SC(=CC3)C)=O 6',8'-difluoro-N-((5-methylthiophen-2-yl)methyl)-4'-oxo-3',4'-dihydro-1'H-spiro[piperidine-4,2'-quinoline]-1-carboxamide